r-butyl methyl ether COCCCC